BrC=1C=C2N=C(C(N(C2=CC1)C)=O)C1=CC=C(C=C1)C 6-bromo-1-methyl-3-(p-tolyl)quinoxalin-2(1H)-one